3-(5-(methyl-(phenyl)amino)-[1,2,4]triazolo[4,3-a]quinazolin-8-yl)prop-2-yn-1-ol CN(C1=NC=2N(C3=CC(=CC=C13)C#CCO)C=NN2)C2=CC=CC=C2